N1=NC=C2C1=NC=N2 IMIDAZOPYRAZOLE